N-(1-(4-bromophenyl)-2-methylpropan-2-yl)-1-methyl-1H-pyrrolo[2,3-b]pyridine-5-carboxamide BrC1=CC=C(C=C1)CC(C)(C)NC(=O)C=1C=C2C(=NC1)N(C=C2)C